The molecule is a glycosyloxyflavone that is 4',5,7-trihydroxy-3-methoxyflavone attached to a rutionsyl residue at position 7. It is isolated from the whole plant of Lepisorus contortus. It has a role as a metabolite. It is a glycosyloxyflavone, a disaccharide derivative, a rutinoside, a dihydroxyflavone and a monomethoxyflavone. It derives from a kaempferol. C[C@H]1[C@@H]([C@H]([C@H]([C@@H](O1)OC[C@@H]2[C@H]([C@@H]([C@H]([C@@H](O2)OC3=CC(=C4C(=C3)OC(=C(C4=O)OC)C5=CC=C(C=C5)O)O)O)O)O)O)O)O